4-chloro-19-fluoro-10,12,12-trimethyl-13-oxa-7,10,22,25,26-pentaazahexacyclo[19.5.2.12,6.17,11.015,20.024,27]triaconta-1(26),2,4,6(30),15(20),16,18,21,23,27-decaene ClC=1C=C2C3=NNC4=CN=C(C=5C(=CC=CC5COC(C5N(CCN(C(C1)=C2)C5)C)(C)C)F)C=C34